NC1=NC=2C3=C(C(CC2C=N1)(C)C)C(=NN3)C(=O)NC=3SC=C(N3)CC(=O)N3C[C@@H](CC3)O 8-amino-N-(4-{2-[(3R)-3-hydroxypyrrolidin-1-yl]-2-oxoethyl}-1,3-thiazol-2-yl)-4,4-dimethyl-4,5-dihydro-1H-pyrazolo[4,3-H]quinazoline-3-carboxamide